Cl.N1C=C(C2=CC=CC=C12)C=1N=C2N(N=C(C=C2)NC2=NC=C(C=C2)N2CCNCC2)C1 (1H-indol-3-yl)-N-(5-(piperazin-1-yl)pyridin-2-yl)imidazo[1,2-b]pyridazin-6-amine hydrochloride